C(#N)[C@H]1N([C@H]2C[C@H]2C1)C(CNC(=O)C1=CC=NC2=CC=C(C=C12)OC1CC1)=O N-(2-((1S,3S,5S)-3-Cyano-2-azabicyclo[3.1.0]hexan-2-yl)-2-oxoethyl)-6-cyclopropoxyquinoline-4-carboxamide